N-[3-({[2-{[4-(1-hydroxy-1-methylethyl)phenyl]amino}-5-(trifluoromethyl)pyrimidin-4-yl]amino}methyl)pyridin-2-yl]-N-methylmethane-sulfonamide OC(C)(C)C1=CC=C(C=C1)NC1=NC=C(C(=N1)NCC=1C(=NC=CC1)N(S(=O)(=O)C)C)C(F)(F)F